2-phenyl-5-vinylsulfanyl-1,3,4-oxadiazole C1(=CC=CC=C1)C=1OC(=NN1)SC=C